1-phenyl-2-butyl-1,3-butanedione C1(=CC=CC=C1)C(C(C(C)=O)CCCC)=O